(2R)-2-[4-[6-(3-cyclopropyl-1,2,4-triazol-1-yl)-2-azaspiro[3.3]heptane-2-carbonyl]piperazino]-2-(4-fluorophenyl)-N-methyl-acetamide C1(CC1)C1=NN(C=N1)C1CC2(CN(C2)C(=O)N2CCN(CC2)[C@@H](C(=O)NC)C2=CC=C(C=C2)F)C1